NC(/C=C/CC[C@@H](C(=O)NC=1C(N(C=CC1)CC1=NC2=C(N1)C=CC=C2C(C(=C)C)(F)F)=O)NC(OC)=O)=O methyl (S,E)-(7-amino-1-((1-((4-(1,1-difluoro-2-methylallyl)-1H-benzo[d]imidazol-2-yl)methyl)-2-oxo-1,2-dihydropyridin-3-yl)amino)-1,7-dioxohept-5-en-2-yl)carbamate